2-methoxy-4-(4-methyltetrahydro-2H-pyran-4-yl)-1H-imidazole COC=1NC=C(N1)C1(CCOCC1)C